1,1,1,3,3,3-hexafluoro-propan-2-yl (±)-1-(pyrimidin-5-ylcarbamoyl)-6-azaspiro[2.5]octane-6-carboxylate N1=CN=CC(=C1)NC(=O)[C@@H]1CC12CCN(CC2)C(=O)OC(C(F)(F)F)C(F)(F)F |r|